lithium 4-{[6-(5-chloro-2-fluorophenyl)pyridazin-4-yl]amino}quinoline-6-carboxylate ClC=1C=CC(=C(C1)C1=CC(=CN=N1)NC1=CC=NC2=CC=C(C=C12)C(=O)[O-])F.[Li+]